1-(2-methoxyethyl)pyridinium COCC[N+]1=CC=CC=C1